[Fe+2].N1=C(C=CC=C1)CN(CC1=NC=CC=C1)CC1=NC=CC=C1 tris(2-pyridylmethyl)amine iron (II)